The molecule is a branched tripeptide in which L-homocysteine and L-valine are linked via peptide bonds to the epsilon- and alpha-nitrogens respectively of L-lysine. CC(C)[C@@H](C(=O)N[C@@H](CCCCNC(=O)[C@H](CCS)N)C(=O)O)N